ClC1=C(C=C(C(=C1)Cl)OC)N1C(=NC2=CC=CC=C2C1=O)S 3-(2,4-dichloro-5-methoxyphenyl)-2-sulfanylquinazolin-4(3H)-one